(morpholinomethyl)-3,4-dihydroisoquinolin-1-one O1CCN(CC1)CC1NC(C2=CC=CC=C2C1)=O